(5-methyl-1,3,4-oxadiazol-2-yl)methyl 3-{[(2E)-3-(benzenesulfonyl)prop-2-en-1-yl]carbamoyl}-2-oxo-1,2,5,6,7,8-hexahydro-1,6-naphthyridine-6-carboxylate C1(=CC=CC=C1)S(=O)(=O)/C=C/CNC(=O)C=1C(NC=2CCN(CC2C1)C(=O)OCC=1OC(=NN1)C)=O